C(CCC)N1C(N(C(C(C1=O)=C(N)N)=O)C1CCC2(CN(C2)C2COC2)CC1)=O 1-Butyl-5-(diaminomethylene)-3-(2-(oxetan-3-yl)-2-azaspiro[3.5]nonan-7-yl)pyrimidine-2,4,6(1H,3H,5H)-trione